N-(4-((2-(2-fluorophenyl)pyridin-4-yl)amino)-7-methoxyquinazolin-6-yl)acrylamide FC1=C(C=CC=C1)C1=NC=CC(=C1)NC1=NC=NC2=CC(=C(C=C12)NC(C=C)=O)OC